1-(4-(6-((6-(difluoromethyl)-2-ethylpyridin-3-yl)sulfonyl)-2,6-diazaspiro[3.3]heptan-2-yl)piperidin-1-yl)ethan-1-one FC(C1=CC=C(C(=N1)CC)S(=O)(=O)N1CC2(CN(C2)C2CCN(CC2)C(C)=O)C1)F